1-isothiocyanato-3-methylbutane N(=C=S)CCC(C)C